C(C)(C)(C)OC(=O)N1CC2=C(CC1)N(C(=N2)C(=O)O)C 5-tert-butoxycarbonyl-1-methyl-6,7-dihydro-4H-imidazo[4,5-c]pyridine-2-carboxylic acid